The molecule is an amino trisaccharide consisting of an N-acetyl-alpha-neuraminyl residue attached to the galactose residue of N-acetyllactosamine via an alpha-(2->6)-linkage. It has a role as an epitope. It is an amino trisaccharide and a glucosamine oligosaccharide. It is a conjugate acid of an alpha-N-acetylneuraminyl-(2->6)-beta-D-galactosyl-(1->4)-N-acetyl-beta-D-glucosamine(1-). CC(=O)N[C@@H]1[C@H](C[C@@](O[C@H]1[C@@H]([C@@H](CO)O)O)(C(=O)O)OC[C@@H]2[C@@H]([C@@H]([C@H]([C@@H](O2)O[C@@H]3[C@H](O[C@H]([C@@H]([C@H]3O)NC(=O)C)O)CO)O)O)O)O